C1CCC12CC(CC2)NC(C)=O N-{spiro[3.4]octan-6-yl}acetamide